C1(CCCCC1)OP(=O)([O-])[O-].[Na+].[Cl-].[Ca+2] calcium chloride sodium cyclohexylphosphate